C12(CC3CC(CC(C1)C3)C2)C2=CC=C(CN3CCN(CC3)CC#CC3=C1C(N(C(=NC1=CC=C3)C)C3C(NC(CC3)=O)=O)=O)C=C2 3-(5-(3-(4-(4-((3r,5r,7r)-adamantan-1-yl)benzyl)piperazin-1-yl)prop-1-yn-1-yl)-2-Methyl-4-oxoquinazoline-3(4H)-yl)piperidine-2,6-dione